(2-(methylsulfonyl)phenyl)methanamine CS(=O)(=O)C1=C(C=CC=C1)CN